C(=O)O.CN(C1CN(CC1)C1=NC=C(C(=N1)OCC)C(=O)NC=1C=C(C=2N(C1)C=C(N2)C)F)C 2-(3-(dimethylamino)pyrrolidin-1-yl)-4-ethoxy-N-(8-fluoro-2-methylimidazo[1,2-a]pyridin-6-yl)pyrimidine-5-carboxamide formate